ClC=1C=C(C=CC1)C(CO)NC(=O)C=1N=CN(C1)C1=NC(=NC=C1C)NC1CCNCC1 N-(1-(3-chlorophenyl)-2-hydroxyethyl)-1-(5-methyl-2-(piperidin-4-ylamino)-pyrimidin-4-yl)-1H-imidazole-4-carboxamide